FC1=CC(=C(C=C1)NC1=C(C(=O)NC=2C(=NC=CC2)OC)C=CC(=C1)C(F)(F)F)C 2-((4-fluoro-2-methylphenyl)amino)-N-(2-methoxypyridin-3-yl)-4-(trifluoromethyl)benzamide